C(C)(C)(C)OC(=O)N1CCN(CC1)C1=C(C=C(C=C1)O)F 4-(2-fluoro-4-hydroxyphenyl)piperazine-1-carboxylic acid tert-butyl ester